C1(CC1)C1=C(C(=NO1)C1=C(C=CC=C1Cl)Cl)CON1C(C2=CC=CC=C2C1=O)=O 2-((5-cyclopropyl-3-(2,6-dichlorophenyl)isoxazol-4-yl)methoxy)isoindole-1,3-dione